CN1C=C(CC=C1)C(=O)OCOC(=O)C1(CN(CC1)C(C1=CC=C(C=C1)OC)=O)COC1=CC=C(C=C1)C1=CC=C(C=C1)C#N ((3-(((4'-cyano-[1,1'-biphenyl]-4-yl)oxy)methyl)-1-(4-methoxybenzoyl)pyrrolidine-3-carbonyl)oxy)methyl 1-methyl-1,4-dihydropyridine-3-carboxylate